ClC=1C=C(C=CC1C(F)(F)F)C1CCN(CC1)C(CN1N=C(C2=C1CCC2)C(=O)N2C[C@H](O[C@H](C2)C)C)=O 1-{4-[3-chloro-4-(trifluoromethyl)phenyl]piperidin-1-yl}-2-{3-[(2R,6S)-2,6-dimethylmorpholine-4-carbonyl]-5,6-dihydrocyclopenta[c]pyrazol-1(4H)-yl}ethan-1-one